N-[(1R,2R)-(+/-)-2-methylcyclopropyl]Benzamide C[C@H]1[C@@H](C1)NC(C1=CC=CC=C1)=O |r|